FC1=CC=C(C=C1)C1=NC=C(C#N)C(=C1)C1=CC=NN1C1OCCCC1 6-(4-fluorophenyl)-4-(1-(tetrahydro-2H-pyran-2-yl)-1H-pyrazol-5-yl)nicotinonitrile